C1(CC(CCC1)C(=O)[O-])C(=O)[O-].[Li+].[Li+] lithium 1,3-cyclohexanedicarboxylate